ClC=1C=C(C=NC1)C1=C(C=C(C=C1)[N+](=O)[O-])S(=O)(=O)NCC1=C(C=C(C=C1)OC)OC 2-(5-chloropyridin-3-yl)-N-(2,4-Dimethoxybenzyl)-5-nitrobenzenesulfonamide